C(CCC)(=O)OC1C2C3CC=CC3C(C1)C2 tricyclo[5.2.1.0~2,6~]dec-3-en-8-yl butyrate